5-[(4R,9aS)-8-[2-[6-[(3S,4S)-3-amino-4-methoxy-pyrrolidin-1-yl]-3-pyridyl]ethyl]-4-methyl-3,4,6,7,9,9a-hexahydro-1H-pyrazino[1,2-a]pyrazin-2-yl]quinoline-8-carbonitrile N[C@H]1CN(C[C@@H]1OC)C1=CC=C(C=N1)CCN1C[C@@H]2N([C@@H](CN(C2)C2=C3C=CC=NC3=C(C=C2)C#N)C)CC1